FC(OC[C@@H](C1=CC(=CC=C1)OC(F)F)NC(C[C@@](CC(C)C)(C)O)=O)F (S)-N-((R)-2-(difluoromethoxy)-1-(3-(difluoromethoxy)phenyl)ethyl)-3-hydroxy-3,5-dimethylhexanamide